1-(4-(trifluoromethyl)thiophen-2-yl)propan-1-one FC(C=1C=C(SC1)C(CC)=O)(F)F